BrC1=C(C=CC=2OCOC21)CO (4-Bromo-1,3-benzodioxol-5-yl)methanol